2-(9H-carbazol-9-yl)ethyl phosphate P(=O)(OCCN1C2=CC=CC=C2C=2C=CC=CC12)([O-])[O-]